CNC=1C2=C(N=C(N1)NC13CC(C1)(C3)N3C=NC(=C3)C)N(CC2)C2=C(C(=C(C=C2)F)F)F N4-methyl-N2-[3-(4-methylimidazol-1-yl)-1-bicyclo[1.1.1]pentyl]-7-(2,3,4-trifluorophenyl)-5,6-dihydropyrrolo[2,3-d]pyrimidine-2,4-diamine